3,3'-diphenylbiphenol C1(=CC=CC=C1)C1=C(C(=CC=C1)O)C=1C(=CC=CC1C1=CC=CC=C1)O